1-[3-[[5-[2-(3-fluorophenoxy)pyrimidin-5-yl]-3-pyridyl]amino]azetidin-1-yl]prop-2-en-1-one FC=1C=C(OC2=NC=C(C=N2)C=2C=C(C=NC2)NC2CN(C2)C(C=C)=O)C=CC1